CC(=O)CC=1C(NC(N([C@H]2[C@H](O)[C@H](O)[C@@H](CO)O2)C1)=O)=O 5-methyl-carbonylmethyluridine